(3R)-3-(4-chlorophenyl)-2-[(5-chloropyridin-2-yl)methyl]-4-fluoro-3-{[1-(2-hydroxyethoxy)cyclopropyl]methoxy}-6-(2-hydroxypropan-2-yl)-2,3-dihydro-1H-isoindol-1-one ClC1=CC=C(C=C1)[C@@]1(N(C(C2=CC(=CC(=C12)F)C(C)(C)O)=O)CC1=NC=C(C=C1)Cl)OCC1(CC1)OCCO